2-amino-1'-[4-(3-cyano-3-methyl-1-piperidyl)-6-[[1-(morpholinomethyl)cyclopropyl]methoxy]-1,3,5-triazin-2-yl]spiro[5,6-dihydrocyclopenta[b]thiophene-4,3'-azetidine]-3-carbonitrile NC1=C(C2=C(S1)CCC21CN(C1)C1=NC(=NC(=N1)N1CC(CCC1)(C)C#N)OCC1(CC1)CN1CCOCC1)C#N